tert-butyl 4-(2-{[4-(trifluoromethyl)phenyl]amino}pyrimidin-4-yl)piperazine-1-carboxylate FC(C1=CC=C(C=C1)NC1=NC=CC(=N1)N1CCN(CC1)C(=O)OC(C)(C)C)(F)F